ClC1=C(C(=CC=C1F)[N+](=O)[O-])C(C)=O 1-(2-Chloro-3-fluoro-6-nitrophenyl)ethanone